1-(2-(2-isopropyl-5-methyl-phenoxy)-6-methoxypyridin-3-yl)-3-(4-(trifluoromethoxy)phenyl)urea C(C)(C)C1=C(OC2=NC(=CC=C2NC(=O)NC2=CC=C(C=C2)OC(F)(F)F)OC)C=C(C=C1)C